3-(6-Fluoro-5-(4-fluoro-3-(5-(1-hydroxy-1-phenylethyl)-1H-imidazol-2-yl)phenoxy)-1H-indol-4-yl)propanoic acid FC1=C(C(=C2C=CNC2=C1)CCC(=O)O)OC1=CC(=C(C=C1)F)C=1NC(=CN1)C(C)(C1=CC=CC=C1)O